2,2-bis(4-hydroxy-3-tert-butyl-phenyl)propane OC1=C(C=C(C=C1)C(C)(C)C1=CC(=C(C=C1)O)C(C)(C)C)C(C)(C)C